COC1=CC=C(C=C1)CN(C1=NC(=C(C(=N1)OC)OC(CO)(C)C)OC)CC1=CC=C(C=C1)OC 2-[2-[bis[(4-methoxyphenyl)methyl]amino]-4,6-dimethoxy-pyrimidin-5-yl]oxy-2-methyl-propan-1-ol